C(C(C)C)N1C=[N+](C2=C1C(C1=CC=CC=C1C2=NO)=O)C (E) or (Z)-1-isobutyl-4-(hydroxyimino)-3-methyl-9-oxo-4,9-dihydro-1H-naphtho[2,3-d]imidazol-3-ium